rac-5-fluoro-1,3-dimethyl-N-[2-(1-methylpyrrolidin-2-yl)imidazo[1,2-a]pyridin-6-yl]indazole-6-carboxamide FC=1C=C2C(=NN(C2=CC1C(=O)NC=1C=CC=2N(C1)C=C(N2)[C@@H]2N(CCC2)C)C)C |r|